C(C)C=1C=2N(C=C(N1)C)N=C(C2)C=2N=C1N(C(C2)=O)C=C(C=C1)C=1CCNCC1 2-(4-ethyl-6-methylpyrazolo[1,5-a]pyrazin-2-yl)-7-(1,2,3,6-tetrahydropyridin-4-yl)-4H-pyrido[1,2-a]pyrimidin-4-one